C(C)(C)(C)OC(=O)NC1CC(C1)COC1=CN=CC(=N1)N(C(OC(C)(C)C)=O)C1=CC(=NN1C(C)(C)C)[C@@H]1C[C@@H](CC1)O tert-butyl (6-(((1r,3S)-3-((tert-butoxycarbonyl)amino)cyclobutyl)methoxy)pyrazin-2-yl)(1-(tert-butyl)-3-((1S,3R)-3-hydroxycyclopentyl)-1H-pyrazol-5-yl)carbamate